N-cyclopropyl-2-(tetrahydro-2H-pyran-4-yl)-6-(6-(trifluoromethyl)picolinamido)imidazo[1,2-a]pyridine-7-carboxamide C1(CC1)NC(=O)C1=CC=2N(C=C1NC(C1=NC(=CC=C1)C(F)(F)F)=O)C=C(N2)C2CCOCC2